CC1=C(C(=CC(=C1)C)CC1=C(C=CC=C1)C(F)(F)F)O 2,4-dimethyl-6-(2-(trifluoromethyl)benzyl)phenol